5-Chloro-1-[2-hydroxy-3-[4-[[3-[(E)-3-(4-methoxyphenyl)-3-oxoprop-1-enyl]phenoxy]methyl]triazol-1-yl]propyl]indole-2,3-dione ClC=1C=C2C(C(N(C2=CC1)CC(CN1N=NC(=C1)COC1=CC(=CC=C1)\C=C\C(=O)C1=CC=C(C=C1)OC)O)=O)=O